(5-chloro-1-(2,6-dimethoxyphenyl)-2-(6-ethoxypyridin-2-yl)-1H-imidazo[4,5-b]pyrazin-6-yl)-1-(3-fluoro-4-methylphenyl)methanesulfonamide ClC=1N=C2C(=NC1C(S(=O)(=O)N)C1=CC(=C(C=C1)C)F)N(C(=N2)C2=NC(=CC=C2)OCC)C2=C(C=CC=C2OC)OC